4-chloro-6-[(2S)-2-methylpiperazin-1-yl]pyrimidine Bismuth (III) [Bi+3].ClC1=NC=NC(=C1)N1[C@H](CNCC1)C